((4bR,9bR)-1-amino-7-(1-cyclopropylvinyl)-4b-hydroxy-10-oxo-4b,10-dihydro-9bH-indeno[1,2-b]benzofuran-9b-yl)carbamic acid tert-butyl ester C(C)(C)(C)OC(N[C@]12[C@](OC3=C1C=CC(=C3)C(=C)C3CC3)(C3=CC=CC(=C3C2=O)N)O)=O